C(C)(C)OC1=C(C=C(C=C1)B(O)O)C 4-ISOPROPOXY-3-METHYLPHENYLBORONIC ACID